5-((4-methylbenzyl)thio)-1H-1,2,3-triazole-4-carboxylic acid CC1=CC=C(CSC2=C(N=NN2)C(=O)O)C=C1